C(#N)C1=CC=C(C=C1)C1=CC=C(C=C1)CN1N=CC(=C1)C(=O)N 1-((4'-cyano-[1,1'-biphenyl]-4-yl)methyl)-1H-pyrazole-4-carboxamide